Cl.Cl.Cl.CC=1N=C2N(C=C(C=C2C)C=2C=C(C(=NC2)C=2N=NC(=CC2)O[C@@H]2[C@@H](C(NC(C2)(C)C)(C)C)F)O)C1 5-(2,8-dimethylimidazo[1,2-a]pyridin-6-yl)-2-(6-{[(3R,4S)-3-fluoro-2,2,6,6-tetramethylpiperidin-4-yl]oxy}pyridazin-3-yl)pyridin-3-ol trihydrochloride